C1=C(C=CC2=CC=CC=C12)C1=CC=C(C#N)C=C1 4-(naphthalene-2-yl)benzonitrile